O=C1N([C@@H]2CC[C@H](N1C2)C(=O)NNC(=O)C2=CC=NC=C2)OS(=O)(=O)O (2S,5R)-7-oxo-N'-(pyridin-4-ylcarbonyl)-6-(sulfooxy)-1,6-diazabicyclo[3.2.1]-octane-2-carbohydrazide